Ethyl-myristate C(C)OC(CCCCCCCCCCCCC)=O